BrC=1C=C(C=C2CC(N(C12)C(C)C)CC(=O)O)C(NC1=CC=C(C=C1)OC(F)(F)Cl)=O 2-(7-bromo-5-((4-(chlorodifluoromethoxy)phenyl)carbamoyl)-1-isopropylindolin-2-yl)acetic acid